C(=O)(O)C1=CC2=CC=C(C=C2C(=C1)S(=O)(=O)[O-])C(=O)O.C[P+](C)(C)C tetramethylphosphonium 2,6-dicarboxynaphthalene-4-sulfonate